C1(CC1)C=1N=CN(C1)C=1C(=CC(=C(C(=O)NC2=NC(=CC=C2)N2C(=NN=C2)C(C)C)C1)F)C 5-(4-cyclopropyl-1H-imidazol-1-yl)-2-fluoro-N-(6-(3-isopropyl-4H-1,2,4-triazol-4-yl)pyridin-2-yl)-4-methylbenzamide